CN1N=CC=C1N1N=C2CCC(CC2=C1)N1CCN(CC1)C 2-(1-methyl-1H-pyrazol-5-yl)-5-(4-methylpiperazin-1-yl)-4,5,6,7-tetrahydro-2H-indazol